(R)-7-(5-chloro-2-(2-(6-(5,6-difluoroisoindolin-2-yl)-2-methyl-4-oxo-5,6,7,8-tetrahydroquinazolin-3(4H)-yl)ethoxy)phenyl)-5-methylthieno[3,2-b]pyridine ClC=1C=CC(=C(C1)C1=C2C(=NC(=C1)C)C=CS2)OCCN2C(=NC=1CC[C@H](CC1C2=O)N2CC1=CC(=C(C=C1C2)F)F)C